CC=1C(=NC=C(C1)C)N[C@H]1C[C@H](N(C1)C(=O)C1=CC=C(C=C1)[C@@]1(C(NC(N1)=O)=O)C)C (R)-5-{4-[(2R,4S)-4-(3,5-dimethylpyridin-2-ylamino)-2-methylpyrrolidine-1-carbonyl]phenyl}-5-methylimidazolidine-2,4-dione